3-methyltetrahydrofuran-3-carboxylic acid CC1(COCC1)C(=O)O